O1C(CCCC1)N1N=CC(=C1)C1=C2C=NNC2=C(C=C1)C=1N=NC(=CC1)OC1CC(NC(C1)(C)C)(C)C 4-(1-(tetrahydro-2H-pyran-2-yl)-1H-pyrazol-4-yl)-7-(6-((2,2,6,6-tetramethylpiperidin-4-yl)oxy)pyridazin-3-yl)-1H-indazole